CN1CC2=C(N(C=3C=CC=CC23)CCC=2C=NC(=CC2)C)CC1 2-methyl-5-(2-(6-methylpyridin-3-yl)ethyl)-2,3,4,5-tetrahydro-1H-pyrido[4,3-b]indole